BrC=1C(=NN(C1)CC1=C(C=CC=C1C)C)C(C)(C)O 2-(4-bromo-1-(2,6-dimethylbenzyl)-1H-pyrazol-3-yl)propan-2-ol